benzyl 4,4-difluoro-3-(5-formyl-6-oxo-1-(2,2,2-trifluoroethyl)-1,6-dihydropyridin-3-yl)piperidine-1-carboxylate FC1(C(CN(CC1)C(=O)OCC1=CC=CC=C1)C1=CN(C(C(=C1)C=O)=O)CC(F)(F)F)F